C(#N)C1=C(OC2=CC=C3N=CC(=NC3=C2)OC2CC3(C2)CCN(CC3)C(=O)OC(C)(C)C)C(=CC=C1F)F tertbutyl 2-[7-(2-cyano-3,6-difluoro-phenoxy)quinoxalin-2-yl]oxy-7-azaspiro[3.5]nonane-7-carboxylate